FC=1C=C2C(=NC1C)SC(=C2)C(=O)N 5-fluoro-6-methylthieno[2,3-b]pyridine-2-carboxamide